diazo-acetamide [N+](=[N-])=CC(=O)N